(2R,7aS)-7a-(azidomethyl)-2-fluoro-hexahydropyrrolizine N(=[N+]=[N-])C[C@]12CCCN2C[C@@H](C1)F